COC1=NC=CN=C1 2-methoxypyrazin